C(CCCCCCC)N(C(COCC(=O)O)=O)CCCCCCCC N,N-dioctyldiglycolamidic acid